4-((1R,4R)-5-(tert-butoxycarbonyl)-2,5-diazabicyclo[2.2.1]heptane-2-yl)-2-(hydroxymethyl)benzoic acid C(C)(C)(C)OC(=O)N1[C@H]2CN([C@@H](C1)C2)C2=CC(=C(C(=O)O)C=C2)CO